N-[(6-Amino-2-pyridyl)sulfonyl]-5-(5-benzyloxy-2-methylphenyl)-2-(2,2,4-trimethylpyrrolidin-1-yl)pyridin-3-carboxamid NC1=CC=CC(=N1)S(=O)(=O)NC(=O)C=1C(=NC=C(C1)C1=C(C=CC(=C1)OCC1=CC=CC=C1)C)N1C(CC(C1)C)(C)C